C(C1=CC=CC=C1)OC(N([C@@H](C)C=C)C[C@H]([C@H](C=C)C)NC(=O)OCC1=CC=CC=C1)=O ((2S,3S)-2-(((benzyloxy)carbonyl)amino)-3-methylpent-4-en-1-yl)((S)-but-3-en-2-yl)carbamic acid benzyl ester